C(C)N1CC=2C(=NC=CC2C1=O)N[C@@H](C)C1=CC(=C(C=C1)OC1=CC(=NC=C1)C(F)(F)F)F 2-Ethyl-4-[[(1S)-1-[3-fluoro-4-[[2-(trifluoromethyl)-4-pyridinyl]oxy]phenyl]ethyl]amino]-3H-pyrrolo[3,4-c]pyridin-1-one